trifluoro-methanesulfonic acid triethylamine salt C(C)N(CC)CC.FC(S(=O)(=O)O)(F)F